2-(pyrrolidin-1-ylsulfanyl)benzo[d]thiazole N1(CCCC1)SC=1SC2=C(N1)C=CC=C2